C1(CC1)C1=CC(=NN1)NC1=NC(=NC=C1)N(C1CCC(CC1)NC(CC1=NC=C(N=C1)C)=O)C N-((1R,4R)-4-((4-((5-cyclopropyl-1H-pyrazol-3-yl)amino)pyrimidin-2-yl)(methyl)amino)cyclohexyl)-2-(5-methylpyrazin-2-yl)acetamide